O[C@@H](COC1=CC=C(C(=O)OCC2=CC=CC=C2)C=C1)CO benzyl (R)-4-(2,3-dihydroxypropoxy)benzoate